(2S,4R)-1-(2-(4-amino-5-(1H-indol-3-yl)-7H-pyrrolo[2,3-d]pyrimidin-7-yl)acetyl)-N-(3-chloro-2-fluorophenylmethyl)-4-fluoropyrrolidine-2-carboxamide NC=1C2=C(N=CN1)N(C=C2C2=CNC1=CC=CC=C21)CC(=O)N2[C@@H](C[C@H](C2)F)C(=O)NCC2=C(C(=CC=C2)Cl)F